CN1C(=NC=C1)CCN1N=C(C2=NC=CC=C21)C2=NC=CC(=C2)C2=NOC(=N2)C(F)(F)F 3-(2-(1-(2-(1-methyl-1H-imidazol-2-yl)ethyl)-1H-pyrazolo[4,3-b]pyridin-3-yl)pyridin-4-yl)-5-(trifluoromethyl)-1,2,4-oxadiazole